O1COC(=C1)O dioxol-4-ol